ClC=1C=CC(=NC1)C(=O)N1C[C@]2(CC1)C=C(C(C(C2)(C)C)=O)C#N (5R)-2-(5-chloropyridine-2-carbonyl)-9,9-dimethyl-8-oxo-2-azaspiro[4.5]dec-6-ene-7-carbonitrile